FC=1C=C2C3=C(NC2=C(C1)C(=O)N)CCCCC3 2-fluoro-5,6,7,8,9,10-hexahydrocyclohepta[b]Indole-4-carboxamide